(S)-N-(7-(difluoromethyl)-2-((4aS,5aR)-5a-methyl-1,4,4a,5,5a,6-hexahydrocyclopropa[f]indazol-3-yl)-1H-benzo[d]imidazol-5-yl)-N-methyl-2-morpholinopropanamide FC(C1=CC(=CC2=C1NC(=N2)C2=NNC=1C[C@@]3([C@H](CC21)C3)C)N(C([C@H](C)N3CCOCC3)=O)C)F